(R)-N-(4-(3-((5-chloropyrimidin-2-yl)amino)pyrrolidine-1-carbonyl)-2,6-dimethylphenyl)acrylamide ClC=1C=NC(=NC1)N[C@H]1CN(CC1)C(=O)C1=CC(=C(C(=C1)C)NC(C=C)=O)C